ClC=1C(=C2C=NNC2=CC1C)C1=C2C(=C3C(=NC(=NC3=C1)OC[C@H]1N(CCC1)C)N1CCN(CC1)C(C=C)=O)OC=C2 1-(4-(4-(5-chloro-6-methyl-1H-indazol-4-yl)-7-(((S)-1-methylpyrrolidin-2-yl)methoxy)furo[2,3-f]quinazolin-9-yl)piperazin-1-yl)prop-2-en-1-one